C12(CC3CC(CC(C1)C3)C2)NC(O)=O.C23(CC1CC(CC(C2)C1)C3)NC(O)=O 1-adamantylcarbamate (1-adamantyl carbamate)